CC1=NC=2N(C(=C1CCCCCCCC)N)N=CN2 5-Methyl-6-octyl[1,2,4]triazolo[1,5-a]pyrimidine-7-amine